ClC1=CC2=C(C(=N1)C1=C(C=C(C=C1)Cl)F)CN(C2=O)C 6-chloro-4-(4-chloro-2-fluorophenyl)-2-methyl-2,3-dihydro-1H-pyrrolo[3,4-c]pyridin-1-one